ClC1=C(C=C(C=2C3=C(N(C12)C)CCNC(C3C)=O)NCCO)Cl 7,8-dichloro-10-((2-hydroxyethyl)amino)-1,6-dimethyl-3,4,5,6-tetrahydroazepino[4,5-b]indol-2(1H)-one